C(CCCCC)C(C(=O)OC(CCOC(CC1C(C(CC1)=O)C\C=C/CC)=O)CCCCCCCCC1C(C1)CCCCCCCC)CCCCCCCC (Z)-11-(2-octylcyclopropyl)-1-(2-(3-oxo-2-(pent-2-en-1-yl)cyclopentyl)acetoxy)undecan-3-yl 2-hexyldecanoate